C(C)(C)(C)OC(=O)NCC1=CC=C(C=C1)NC(=O)C1=CN=C(S1)C=1CCN(CC1)C(=O)OC(C)(C)C tert-butyl 4-(5-{[4-({[(tert-butoxy)carbonyl]amino}methyl)phenyl]carbamoyl}-1,3-thiazol-2-yl)-1,2,3,6-tetrahydropyridine-1-carboxylate